(R)-2,3-dichloro-6,7,7a,8,10,11-hexahydro-9H-pyrazino[1,2-d]pyrido[3,2-b][1,4]oxazepin ClC=1C(=CC=2OCC[C@H]3N(C2N1)CCNC3)Cl